OC(C=O)=CN1CCCC1C1=C(C(=CC=C1)C)CN1[C@H](CN(CC1)C)C(C)C 2-hydroxy-5-[[[(2S)-2-isopropyl-4-methyl-piperazin-1-yl]methyl]-3-methyl-phenyl]-3-pyrrolidin-1-yl-prop-2-en-1-one